methyl (R,E)-4-(2-(2-(methyl(1-(1-(naphthalen-1-yl)ethyl)piperidin-4-yl)amino)acetamido)acetamido)but-2-enoate CN(CC(=O)NCC(=O)NC/C=C/C(=O)OC)C1CCN(CC1)[C@H](C)C1=CC=CC2=CC=CC=C12